tetrahydrofuran-3-yl 1H-imidazole-1-carboxylate N1(C=NC=C1)C(=O)OC1COCC1